C(C=C)(=O)NC=1C=C(C=CC1)C1=CC=C2C=NC(=NC2=C1)C(=O)O 7-[3-(prop-2-enoylamino)phenyl]quinazoline-2-carboxylic acid